CN(CCN(C1=CC=CC=C1)C)C1=CC=CC=C1 N,N'-dimethyl-N,N'-diphenyl-1,2-ethylenediamine